(E)-3-(4-((3-chlorobenzyl)oxy)-3-iodo-5-methoxyphenyl)-1-(3,4,5-trimethoxyphenyl)prop-2-en-1-one ClC=1C=C(COC2=C(C=C(C=C2OC)/C=C/C(=O)C2=CC(=C(C(=C2)OC)OC)OC)I)C=CC1